(S)-7-((6-((dimethyl-amino)methyl)-5-(tetrahydrofuran-3-yl)pyridin-2-yl)amino)-4-(1H-pyrrolo[2,3-b]pyridin-4-yl)-2,3-dihydro-1H-pyrrolo[3,4-c]pyridin-1-one CN(C)CC1=C(C=CC(=N1)NC=1C2=C(C(=NC1)C1=C3C(=NC=C1)NC=C3)CNC2=O)[C@H]2COCC2